C(C)(C)(C)OC(=O)N[C@@H](CNN(C(=O)OCC1=CC=CC=C1)C)CCO[Si](CC)(CC)CC benzyl (R)-2-(2-((tert-butoxycarbonyl)amino)-4-((triethylsilyl)oxy)butyl)-1-methylhydrazine-1-carboxylate